Ethyl 2-((7,8-dichloro-4-(1H-imidazol-1-yl)quinolin-2-yl)amino)-4-(methylsulfonyl)butanoate ClC1=CC=C2C(=CC(=NC2=C1Cl)NC(C(=O)OCC)CCS(=O)(=O)C)N1C=NC=C1